C(C)(C)(C)OC(=O)N1C=CC2=CC=C(C=C12)C1=NNC(O1)=O 6-(2-oxo-3H-1,3,4-oxadiazol-5-yl)indole-1-carboxylic acid tert-butyl ester